N-[(1-amino-2-methyl-prop-1-enyl)-methyl-amino]carboxamide NC(=C(C)C)N(NC=O)C